O=C1N(CCC(N1)=O)C1=CC(=C(CN2CCN(CC2)C2=CC=C(C=C2)C2=CC=C3CN(C(C3=C2)=O)C(C(=O)NC=2SC=CN2)C2=C(C=CC(=C2)F)O)C=C1)F 2-(6-(4-(4-(4-(2,4-dioxotetrahydropyrimidin-1(2H)-yl)-2-fluorobenzyl)piperazin-1-yl)phenyl)-1-oxoisoindolin-2-yl)-2-(5-fluoro-2-hydroxyphenyl)-N-(thiazol-2-yl)acetamide